2,4-hex-anedione CC(CC(CC)=O)=O